C(N)(OC1=C(C(=C(C=C1)CCCCCC)CCCCCC)CCCCCC)=O (trihexylphenyl) carbamate